8-(3,5-Difluorobenzyl)-2-((5-methylfuran-2-yl)methyl)-6-phenylimidazo[1,2-a]pyrazin-3-yl-acetat FC=1C=C(CC=2C=3N(C=C(N2)C2=CC=CC=C2)C(=C(N3)CC=3OC(=CC3)C)CC(=O)[O-])C=C(C1)F